N1=C(C=CC=C1)C=1C2=CC=CC=C2C(=C2C=CC=CC12)C1=NC=CC=C1 9,10-dipyridyl-anthracene